C(CCC)OC1=CC=C(C=C1)/C=C/C(=O)C1=CC=C(OCC(=O)O)C=C1 2-[4-[(E)-3-(4-Butoxyphenyl)prop-2-enoyl]phenoxy]acetic acid